ClC1=C(C=CC=C1)C1=C(C=CC(=C1)C(F)(F)F)S(=O)(=O)N1CCC(CC1)(C(=O)NC\C=C\C(=O)N1CC(C1)(F)F)F (E)-1-((2'-chloro-5-(trifluoromethyl)-[1,1'-biphenyl]-2-yl)sulfonyl)-N-(4-(3,3-difluoroazetidin-1-yl)-4-oxobut-2-en-1-yl)-4-fluoropiperidine-4-carboxamide